6-chloro-N-[(3S)-3-(4-chlorophenyl)-3-hydroxypropyl]-3-{2-acetamidoimidazo[1,2-b]pyridazin-6-yl}-2-fluorobenzamide ClC1=CC=C(C(=C1C(=O)NCC[C@H](O)C1=CC=C(C=C1)Cl)F)C=1C=CC=2N(N1)C=C(N2)NC(C)=O